anti-glucose 6-phosphate P(=O)(O)(O)OC[C@H]([C@H]([C@@H]([C@H](C=O)O)O)O)O